(3,5-difluoro-4-(1-isopropyl-4-(trifluoromethyl)-1H-imidazol-2-yl)phenyl)methanamine FC=1C=C(C=C(C1C=1N(C=C(N1)C(F)(F)F)C(C)C)F)CN